ClC=1C=C(C=NC1C1=NOC(=N1)CCCCCC(=O)N1CCN(CC1)C=1C=C2CN(C(C2=CC1)=O)C1C(NC(CC1)=O)=O)NC(=O)NC=1C=NC=2N(C1C(C)C)N=CC2 1-[5-chloro-6-[5-[6-[4-[2-(2,6-dioxo-3-piperidyl)-1-oxo-isoindolin-5-yl]piperazin-1-yl]-6-oxo-hexyl]-1,2,4-oxadiazol-3-yl]-3-pyridyl]-3-(7-isopropylpyrazolo[1,5-a]pyrimidin-6-yl)urea